CN(CCCO)CC(F)(F)F 3-(methyl-(2,2,2-trifluoroethyl)amino)propan-1-ol